tert-butyl-3-(7-(2-amino-3-cyano-7-fluorobenzo[b]thiophen-4-yl)-8-fluoro-2-(2-oxoethoxy)-6-(trifluoromethyl)quinazolin-4-yl)-3,8-diazabicyclo[3.2.1]octane-8-carboxylate C(C)(C)(C)OC(=O)N1C2CN(CC1CC2)C2=NC(=NC1=C(C(=C(C=C21)C(F)(F)F)C2=CC=C(C=1SC(=C(C12)C#N)N)F)F)OCC=O